tert-Butyl 3-((2-(((tert-butoxycarbonyl)amino)methyl)thiazol-5-yl)thio)-5-(6-methylpyridin-3-yl)benzoate C(C)(C)(C)OC(=O)NCC=1SC(=CN1)SC=1C=C(C(=O)OC(C)(C)C)C=C(C1)C=1C=NC(=CC1)C